(RS)-Methyl 4-((4-(4-(morpholin-2-yl)phenylcarbamoyl)phenoxy)methyl)benzoate N1C[C@H](OCC1)C1=CC=C(C=C1)NC(=O)C1=CC=C(OCC2=CC=C(C(=O)OC)C=C2)C=C1 |r|